2-(4-(tert-butyl)phenyl)-4-methoxyquinolin-7-amine C(C)(C)(C)C1=CC=C(C=C1)C1=NC2=CC(=CC=C2C(=C1)OC)N